C1(=CC=C(C=C1)C1C2C3C(OC(C3C(C1)C2)=O)=O)C2C1C3C(OC(C3C(C2)C1)=O)=O 5,5'-(1,4-phenylene)-bis[hexahydro-4,7-Methanoisobenzofuran-1,3-dione]